N1=CN=CC2=C1N(C=C2)C2=CC=CC(=N2)N 6-{7H-pyrrolo[2,3-d]pyrimidin-7-yl}pyridin-2-amine